3-Chloro-6-(7-chloro-2,2-difluorobenzo[d][1,3]dioxol-4-yl)picolinic acid ClC=1C(=NC(=CC1)C1=CC=C(C=2OC(OC21)(F)F)Cl)C(=O)O